sodium 5-hydroxy-6-methylpyrimidine-4-carboxylate OC=1C(=NC=NC1C)C(=O)[O-].[Na+]